methyl 4-chloro-6-fluoropyridineformate ClC1=CC(=NC(=C1)F)C(=O)OC